C1(=CC=CC=C1)[C@@H]1[C@H](C1)C(=O)O.C1(=CC=CC=C1)[C@@H]1[C@H](C1)C(=O)OCC ethyl (1S,2S)-2-phenylcyclopropanecarboxylate (1S,2S)-2-phenylcyclopropane-1-carboxylate